C(CCC)OCOCC\C=C/CC[Li] (3Z)-6-(butoxymethoxy)-3-hexenyl-lithium